FC(C(=O)O)(F)F.BrC1=CC=CC=2C=3C(CN(C3C=CC21)C(NC2=CC=C(C=C2)OC)=N)C 6-bromo-N-(4-methoxyphenyl)-1-methyl-1,2-dihydro-3H-benzo[e]Indole-3-carboximidamide 2,2,2-Trifluoroacetate salt